C(C1=CC=CC=C1)OC(=O)N[C@@H]1[C@H](CN(CC1)C(=O)OC(C)(C)C)CC#N tert-butyl (3S,4S)-4-(((benzyloxy)carbonyl)amino)-3-(cyanomethyl)piperidine-1-carboxylate